(2-fluorophenyl)-[2-(1-piperidyl)-4,5-dihydroimidazol-1-yl]methanone FC1=C(C=CC=C1)C(=O)N1C(=NCC1)N1CCCCC1